3'-methoxyacetophenone COC=1C=C(C=CC1)C(C)=O